FC1=C(C=CC=C1)C1=NC(=NC=2[C@]3([C@H](CCC12)[C@H](C(C(=C3)C#N)=O)C)C)C=3C=NC(=CC3)CCS(=O)(=O)C (6aR,7R,10aS)-4-(2-fluorophenyl)-7,10a-dimethyl-2-(6-(2-(methylsulfonyl)ethyl)pyridin-3-yl)-8-oxo-5,6,6a,7,8,10a-hexahydrobenzo[h]quinazoline-9-carbonitrile